4-((S)-2-((tert-Butoxycarbonyl)amino)-4-methylpentanamido)benzyl (3'-methoxy-3-oxo-3H-spiro[isobenzofuran-1,9'-xanthen]-6'-yl)carbamate COC=1C=CC=2C3(C4=CC=C(C=C4OC2C1)NC(OCC1=CC=C(C=C1)NC([C@H](CC(C)C)NC(=O)OC(C)(C)C)=O)=O)OC(C1=CC=CC=C13)=O